O[C@]12[C@@H](C[C@H]3[C@@H]4CC[C@H]([C@@H](CCCC(C)C)C)[C@]4(CC[C@@H]3[C@]2(CC[C@@H](C1)O)C)C)NCCCN(C(=O)OC(C)(C)C)CCCCNC(=O)OC(C)(C)C 5α-hydroxy-6β-[3-(4-tert-butyloxycarbonylaminobutyl-tert-butyloxycarbonylamino)propylamino]cholestan-3β-ol